(2S)-N-(5-(2,4-difluorophenoxy)pyrazin-2-yl)-2-(4-(5-hydroxy-4,5,6,7-tetrahydro-[1,2,3]triazolo[1,5-a]pyridine-5-carbonyl)-3,3-dimethylpiperazin-1-yl)propanamide FC1=C(OC=2N=CC(=NC2)NC([C@H](C)N2CC(N(CC2)C(=O)C2(CC=3N(CC2)N=NC3)O)(C)C)=O)C=CC(=C1)F